(2r,3r)-3-(3,4-dimethoxybenzyl)-4-hydroxy-2-(4-hydroxy-3-methoxybenzyl)-N-isopropylbutanamide COC=1C=C(C[C@H]([C@H](C(=O)NC(C)C)CC2=CC(=C(C=C2)O)OC)CO)C=CC1OC